1-((5-(3-chlorophenyl)-7H-pyrrolo[2,3-d]pyrimidin-4-yl)amino)propan-2-ol ClC=1C=C(C=CC1)C1=CNC=2N=CN=C(C21)NCC(C)O